6-Methyl-N-[4-(4-methyl-piperazin-1-yl)-phenyl]-5-(4-pyridin-3-yl-pyrimidin-2-ylamino)-nicotinamide CC1=NC=C(C(=O)NC2=CC=C(C=C2)N2CCN(CC2)C)C=C1NC1=NC=CC(=N1)C=1C=NC=CC1